C(C)(C)(C)C1=C2C(=NN=C1Cl)NC[C@@H]1N2C[C@H](C1)O[Si](C)(C)C(C)(C)C tert-butyl-(6aR,8S)-8-((tert-butyldimethylsilyl)oxy)-2-chloro-5,6,6a,7,8,9-hexahydropyrrolo[1',2':4,5]pyrazino[2,3-c]pyridazine